6-(6-ethynyl-4-methylpyridin-3-yl)-7-methyl-5-(1-methyl-1H-pyrazol-4-yl)-7H-pyrrolo[2,3-d]pyrimidin-4-amine C(#C)C1=CC(=C(C=N1)C1=C(C2=C(N=CN=C2N)N1C)C=1C=NN(C1)C)C